COC1=CC=CC=2C(C3=CC(=CC=C3C(C12)=O)C(=O)N1CCN(CC1)S(=O)(=O)C)=O 1-methoxy-6-(4-(methyl-sulfonyl)piperazine-1-carbonyl)anthracene-9,10-dione